5-((3-(5-chloropyridin-2-yl)-1,2,4-oxadiazol-5-yl)amino)-N'-hydroxypyrazine-2-carboxamidine ClC=1C=CC(=NC1)C1=NOC(=N1)NC=1N=CC(=NC1)C(=NO)N